BENZIMIDAZOLON N=1C(N=C2C1C=CC=C2)=O